O=C1C=2C=CC(=NC2CCC1)NC(OC(C)(C)C)=O tert-butyl (5-oxo-5,6,7,8-tetrahydroquinolin-2-yl)carbamate